ClC1=NC=C(C(=C1)C1=C(C=NC(=C1)C)C(=O)NC=1SC2=C(N1)CC[C@@H](C2)NC(=O)C2CC(C2)O)OC 2'-chloro-N-((S)-6-((1s,3R)-3-hydroxycyclobutane-1-carboxamido)-4,5,6,7-tetrahydrobenzo[d]thiazol-2-yl)-5'-methoxy-6-methyl-[4,4'-bipyridine]-3-carboxamide